3-(2-(4-((4-methylpyridin-2-yl)amino)butanamido)acetamido)propanoic acid CC1=CC(=NC=C1)NCCCC(=O)NCC(=O)NCCC(=O)O